C(C)C=1C(=C(C)C=C(C1N)C(C)C)N 3-ethyl-5-isopropyl-2,4-diaminotoluene